3-bromo-2,6-dimethylisonicotinate BrC1=C(C(=O)[O-])C=C(N=C1C)C